C(C)(C)N1[C@H](CCC1)C(=O)NC=1C=C(C(=NC1)C)NC(=O)C=1C=NN2C1C=NC(=C2)C=2C=NN(C2)CCOC (R)-N-(5-(1-isopropylpyrrolidine-2-carboxamido)-2-methylpyridin-3-yl)-6-(1-(2-methoxyethyl)-1H-pyrazol-4-yl)pyrazolo[1,5-a]pyrazine-3-carboxamide